3-(3-((2-(difluoromethoxy)-6-methylpyridin-3-yl)carbamoyl)-3-(2-isopropylphenyl)azetidin-1-yl)-3-oxopropanoic acid FC(OC1=NC(=CC=C1NC(=O)C1(CN(C1)C(CC(=O)O)=O)C1=C(C=CC=C1)C(C)C)C)F